C(=O)O.FC1=CC(=CC2=C1CCOB2O)C2=CC=C1C(=CN=NC1=C2)N 7-(5-fluoro-1-hydroxy-3,4-dihydro-2,1-benzoxaborinin-7-yl)cinnolin-4-amine formic acid salt